vinyl-phosphonic acid C(=C)P(O)(O)=O